1-Butyl-3-Methylpyridinium methansulfonat CS(=O)(=O)[O-].C(CCC)[N+]1=CC(=CC=C1)C